C(C)(C)(C)OC(=O)N1C[C@@H](N(CC1)CC=1N=NC=CC1)COC (R)-3-(methoxymethyl)-4-(pyridazin-3-ylmethyl)piperazine-1-carboxylic acid tert-butyl ester